3-(3-(tert-butylthio)-1-(cyclobutylmethyl)-6-isopropyl-1H-indol-2-yl)-2,2-dimethylpropanoic acid C(C)(C)(C)SC1=C(N(C2=CC(=CC=C12)C(C)C)CC1CCC1)CC(C(=O)O)(C)C